OC1=CC=CC(=N1)C=1CCN(C(C1)=O)CC1=NC2=C(N1C[C@H]1OCC1)C=C(C=C2)C(=O)OC methyl (S)-2-((6-hydroxy-6'-oxo-3',6'-dihydro-[2,4'-bipyridin]-1'(2'H)-yl) methyl)-1-(oxetan-2-ylmethyl)-1H-benzo[d]imidazole-6-carboxylate